C(C=CCCCCCCCCCCCCC)=O 2-hexadecenal